N-(6-amino-5-ethyl-3-pyridyl)-2-[(2R,5S)-5-methyl-2-(1-oxoisoindolin-5-yl)-1-piperidyl]-2-oxo-acetamide NC1=C(C=C(C=N1)NC(C(=O)N1[C@H](CC[C@@H](C1)C)C=1C=C2CNC(C2=CC1)=O)=O)CC